OC(C)C=1C(=NC(=CC1)N1C=NC2=C1C=CC(=C2)NC=2C(N(C=CC2)C)=O)N2N=C(C=C2C)C#N 1-[3-(1-hydroxyethyl)-6-[5-[(2-keto-1-methyl-3-pyridyl)amino]benzimidazol-1-yl]-2-pyridyl]-5-methyl-pyrazole-3-carbonitrile